Cl.C[C@H]1CN(CC2=CC=C(C=C12)N1CCNCC1)C1=C2C(=NC=C1)N(N=C2)C (4R)-4-methyl-2-(1-methylpyrazolo[3,4-b]Pyridin-4-yl)-6-piperazin-1-yl-3,4-dihydro-1H-isoquinoline hydrochloride